C(#N)C=1C=CC(=C(C1)C1=CC(=NC=C1C(=O)NC=1SC=2C(=NC=C(N2)C(=O)OC)N1)C)OC methyl 2-(4-(5-cyano-2-methoxyphenyl)-6-methylnicotinamido)thiazolo[4,5-b]pyrazine-6-carboxylate